6-(6-aminopyridin-3-yl)-2-(((1r,4r)-4-(dimethylamino)cyclohexyl)amino)-8-isopropylpyrido[2,3-d]pyrimidin-7(8H)-on NC1=CC=C(C=N1)C1=CC2=C(N=C(N=C2)NC2CCC(CC2)N(C)C)N(C1=O)C(C)C